spiro[3.3]heptane-2,6-diol C1C(CC12CC(C2)O)O